4-amino-6-chloro-1,3-benzenedisulfonamide NC1=C(C=C(C(=C1)Cl)S(=O)(=O)N)S(=O)(=O)N